(3R,4R,5S)-4-acetylamino-5-((2-chloro-[1,1'-biphenyl]-3-yl)methyl)amino-3-(pentan-3-oxy)cyclohex-1-ene-1-carboxylic acid C(C)(=O)N[C@H]1[C@@H](C=C(C[C@@H]1NCC=1C(=C(C=CC1)C1=CC=CC=C1)Cl)C(=O)O)OC(CC)CC